4-Cyano-3,5-difluorophenyl-4-Pentylbenzoate C(#N)C1=C(C=C(C=C1F)OC(C1=CC=C(C=C1)CCCCC)=O)F